O=C1NC(CCC1NC1=CC=C(C=C1)N1CCC(CC1)CN1C[C@@H]2[C@H](C1)CC(C2)NC(OCC2=CC=CC=C2)=O)=O benzyl ((3aR,5s,6aS)-2-((1-(4-((2,6-dioxopiperidin-3-yl)amino)phenyl)piperidin-4-yl) methyl)octahydrocyclopenta[c]pyrrol-5-yl)carbamate